4-chloro-6-(4-((6-methoxypyridin-3-yl)oxy)piperidin-1-yl)-5-methylpyrimidine-2-carboxamide ClC1=NC(=NC(=C1C)N1CCC(CC1)OC=1C=NC(=CC1)OC)C(=O)N